2-((3,4-dimethylphenyl)thio)-3-(4-methoxyphenyl)propanal CC=1C=C(C=CC1C)SC(C=O)CC1=CC=C(C=C1)OC